C(C=C)(=O)OC(C(=O)O)CC acryloyloxyButyric acid